N-((1s,4s)-4-(4-(3-cyano-4-((3-fluoropyridin-2-yl)thio)pyrazolo[1,5-a]pyridin-6-yl)-5-methyl-1H-pyrazol-1-yl)cyclohexyl)-2-hydroxyacetamide C(#N)C=1C=NN2C1C(=CC(=C2)C=2C=NN(C2C)C2CCC(CC2)NC(CO)=O)SC2=NC=CC=C2F